(4-(4-amino-7-isopropylimidazo[5,1-f][1,2,4]triazin-5-yl)benzyl)-3-fluoro-2-methoxybenzamide NC1=NC=NN2C1=C(N=C2C(C)C)C2=CC=C(CC1=C(C(=C(C(=O)N)C=C1)OC)F)C=C2